FC=1C(=NC(=NC1)NC1CCNCC1)C=1C=C(C=CC1)N1C(C=CC=C1)=O 1-[3-[5-fluoro-2-(4-piperidylamino)pyrimidin-4-yl]phenyl]pyridin-2-one